1-(hydroxymethyl)-3-cyclopentene OCC1CC=CC1